(8-methoxy-2-oxopyrido[2,3-h][1,6]naphthyridin-1(2H)-yl)methanol COC=1C=CC=2C(=NC=C3C=CC(N(C23)CO)=O)N1